BrC=1C=CC(=NC1)N(CC)C1CCCC1 5-bromo-N-cyclopentyl-N-ethylpyridin-2-amine